3-hydroxy-N-[(1R)-1-(3-methylphenyl)ethyl]-propanamide OCCC(=O)N[C@H](C)C1=CC(=CC=C1)C